ClC1=C(C(=CC=C1Cl)OCOCC[Si](C)(C)C)C(CC(=O)OCC)C[N+](=O)[O-] ethyl (E)-3-(2,3-dichloro-6-((2-(trimethylsilyl)ethoxy)methoxy)phenyl)-4-nitrobutyrate